C(C)(C)(C)OC(=O)N1C[C@@H](OCC1)CCC(=O)OCC (2S)-2-(3-ethoxy-3-oxopropyl)morpholine-4-carboxylic acid tert-butyl ester